7,7-dimethyl-4-(3-tolyl)-4,6,7,8-tetrahydro-2H-chromene-2,5(3H)-dione CC1(CC(C=2C(CC(OC2C1)=O)C=1C=C(C=CC1)C)=O)C